3-(3-(cyclopentylmethyl)-1-(5-iodoquinolin-8-yl)-4-oxoazetidin-2-yl)-2,2-dimethylpropionitrile C1(CCCC1)CC1C(N(C1=O)C=1C=CC(=C2C=CC=NC12)I)CC(C#N)(C)C